(4-((3-(2,3-difluoro-4-methoxyphenyl)imidazo[1,2-a]pyrazin-8-yl)amino)-2-ethylphenyl)methanol FC1=C(C=CC(=C1F)OC)C1=CN=C2N1C=CN=C2NC2=CC(=C(C=C2)CO)CC